NC1=NN2C(N=CC(=C2)CC#N)=C1C(=O)NC=1C=NC=CC1N1CCC(CC1)NC([O-])=O [1-[3-[[2-amino-6-(cyanomethyl)pyrazolo[1,5-a]pyrimidine-3-carbonyl]amino]-4-pyridyl]-4-piperidyl]carbamate